2-(azidomethyl)-6-cyclopropylimidazo[1,2-c]pyrimidin-5(6H)-one N(=[N+]=[N-])CC=1N=C2N(C(N(C=C2)C2CC2)=O)C1